3-(naphthalene-2-yl)-5-phenylisothiazole C1=C(C=CC2=CC=CC=C12)C1=NSC(=C1)C1=CC=CC=C1